4-Amino-N-(6-methyl-1-((2,3,5,6-tetrafluorophenyl)amino)isoquinolin-5-yl)quinazoline NC1=NCN(C2=CC=CC=C12)C1=C2C=CN=C(C2=CC=C1C)NC1=C(C(=CC(=C1F)F)F)F